Cl.Cl.CCCCCCCCN Octane-8-amine dihydrochloride